ClC1=CC=C(N=N1)C(O)C=1C=NC=CC1 (6-chloropyridazin-3-yl)(pyridin-3-yl)methanol